tricycloDecenyl Propionate CCC(=O)OC1CC2CC1C3C2C=CC3